ClC=1C=CC(=NC1)C1=NOC(=N1)NC=1N=CC(=NC1)C#N 5-((3-(5-Chloropyridin-2-yl)-1,2,4-oxadiazol-5-yl)amino)pyrazine-2-carbonitrile